2-(4-bromothiophen-2-yl)acetonitrile BrC=1C=C(SC1)CC#N